(R)-3-nitro-6-[(2R)-pent-4-en-2-yloxy]-5-(trifluoromethyl)pyridine-2-carboxylic acid methyl ester COC(=O)C1=NC(=C(C=C1[N+](=O)[O-])C(F)(F)F)O[C@H](C)CC=C